C(C)C=1N=COC1C(=O)O 4-ethyl-1,3-oxazole-5-carboxylic acid